4-[6-(4,4-difluoro-1-piperidinyl)-5-methyl-pyrazin-2-yl]-2-methyl-but-3-yn-2-ol FC1(CCN(CC1)C1=C(N=CC(=N1)C#CC(C)(O)C)C)F